(2S)-2-({2-[2-(methylsulfonyl)phenyl][1,2,4]triazolo[1,5-c]quinazolin-5-yl}amino)butanamide tert-butyl-2-oxo-5-azaspiro[3.4]octane-5-carboxylate C(C)(C)(C)OC(=O)N1C2(CC(C2)=O)CCC1.CS(=O)(=O)C1=C(C=CC=C1)C1=NN2C(=NC=3C=CC=CC3C2=N1)N[C@H](C(=O)N)CC